NC=1C=CC(=NC1C1=CC=CC=C1)C(=O)N[C@H](C(=O)OCC)CCC(=O)OCC 1,5-Diethyl (2S)-2-[(5-amino-6-phenylpyridin-2-yl)formamido]pentanedioate